5-formyl-8-hydroxyquinoline C(=O)C1=C2C=CC=NC2=C(C=C1)O